(S)-7-chloro-N-(4-((3-methoxypyrrolidin-1-yl)methyl)-3-(trifluoromethyl)phenyl)-1-methyl-6-((6-(methylamino)pyrazolo[1,5-a]pyrazin-3-yl)oxy)-1H-imidazo[4,5-b]pyridin-2-amine ClC1=C2C(=NC=C1OC=1C=NN3C1C=NC(=C3)NC)N=C(N2C)NC2=CC(=C(C=C2)CN2C[C@H](CC2)OC)C(F)(F)F